CC(C(C)C=1NC=C[NH+]1)CC 2,1-dimethyl-butylimidazolium